N2-(3-fluoro-5-((4-methylpiperazin-1-yl)methyl)phenyl)-N4-(8-methylcinnolin-4-yl)pyrimidine-2,4-diamine FC=1C=C(C=C(C1)CN1CCN(CC1)C)NC1=NC=CC(=N1)NC1=CN=NC2=C(C=CC=C12)C